N-[5-(p-chlorophenyl)-6-(1-{[p-(trifluoromethyl)phenyl]methyl}-1H-pyrazol-4-yl)-4-pyrimidyl]acetamide ClC1=CC=C(C=C1)C=1C(=NC=NC1C=1C=NN(C1)CC1=CC=C(C=C1)C(F)(F)F)NC(C)=O